methyl 3-aminobenzo[5,6][1,4]dioxino[2,3-b]pyridine-2-carboxylate NC=1C=C2C(=NC1C(=O)OC)OC1=C(O2)C=CC=C1